N(=C=O)CC1CC(CCC1)(N=C=O)C 3-isocyanatomethyl-1-methyl-1-isocyanatocyclohexane